The molecule is a glycosylglucose consisting of two D-glucopyranose units connected by an alpha-(1->4)-linkage. It has a role as a sweetening agent, a human metabolite, a Saccharomyces cerevisiae metabolite, an Escherichia coli metabolite and a mouse metabolite. It is a glycosylglucose and a maltooligosaccharide. C([C@@H]1[C@H]([C@@H]([C@H]([C@H](O1)O[C@@H]2[C@H](OC([C@@H]([C@H]2O)O)O)CO)O)O)O)O